ethyl 4-(4-amino-1-methylpyrrole-2-amido)-1-methylimidazole-2-carboxylate NC=1C=C(N(C1)C)C(=O)NC=1N=C(N(C1)C)C(=O)OCC